FC=1C=C(CNC2=C3C(N(C=NC3=CC=C2)C2C(NC(CC2)=O)=O)=O)C=CC1CN1CC(C1)N1CCOCC1 3-(5-((3-fluoro-4-((3-morpholinoazetidin-1-yl)methyl)benzyl)amino)-4-oxoquinazolin-3(4H)-yl)piperidine-2,6-dione